6-[4-[Acetyl-(2,2-difluoroethyl)amino]-3-chloro-phenyl]-N-(3-pyridylmethyl)pyridine-3-carboxamide C(C)(=O)N(C1=C(C=C(C=C1)C1=CC=C(C=N1)C(=O)NCC=1C=NC=CC1)Cl)CC(F)F